t-butyl (2S)-2-methyl-4-((5-methyl-1,2,4-oxadiazol-3-yl)methyl)pyrrolidine-1-carboxylate C[C@@H]1N(CC(C1)CC1=NOC(=N1)C)C(=O)OC(C)(C)C